3-(4'-chloro-2,4-dimethyl[1,1'-biphenyl]-3-yl)-4-hydroxy-8-oxa-1-azaspiro-[4.5]dec-3-en-2-one ClC1=CC=C(C=C1)C1=C(C(=C(C=C1)C)C=1C(NC2(C1O)CCOCC2)=O)C